methyl 5-[(4-anilino-5-methyl-pyrimidin-2-yl)-(trifluoromethylsulfonyl) amino]-2-(5,5-dimethyl-1,3,2-dioxaborinan-2-yl)-3-ethyl-benzoate N(C1=CC=CC=C1)C1=NC(=NC=C1C)N(C=1C=C(C(=C(C(=O)OC)C1)B1OCC(CO1)(C)C)CC)S(=O)(=O)C(F)(F)F